ClC=1C(=C(CNC(=O)[C@H]2N(C[C@@H](C2)F)C(CN2N=C(C=3C2=CN=C(C3)C=3C=NC=NC3)C(=O)N)=O)C=CC1)F 1-(2-((2S,4R)-2-(3-chloro-2-fluorobenzylcarbamoyl)-4-fluoropyrrolidin-1-yl)-2-oxoethyl)-5-(pyrimidin-5-yl)-1H-pyrazolo[3,4-c]pyridine-3-carboxamide